2-octadecene-1-yl-succinic acid C(=CCCCCCCCCCCCCCCCC)C(C(=O)O)CC(=O)O